COC1=CC=C(/C=C/C(=O)OCC)C=C1 (E)-Ethyl p-methoxycinnamate